3,7-diamino-1-vinyldibenzo[b,e]germin-10(5H)-one imine NC=1C=C(C2=C([GeH2]C3=C(C2=N)C=CC(=C3)N)C1)C=C